ClC1=C(C=CC=C1NC1=NN2C(=CN=C2C=2NCCOC12)C(=O)N[C@H]1[C@H](C1)F)C1=CC=C(C=C1)C1OCCO1 8-{[2-Chloro-4'-(1,3-dioxolan-2-yl)-[1,1'-biphenyl]-3-yl]amino}-N-[(1R,2S)-2-fluorocyclopropyl]-10-oxa-3,6,7,13-tetraazatricyclo[7.4.0.0^{2,6}]trideca-1(9),2,4,7-tetraene-5-carboxamide